C(C)(=O)OCC\C=C\CC Trans-3-Hexenyl Acetate